ClC=1C=CC=C2C=C(NC12)C(=O)N[C@H](C(=O)N[C@@H](C[C@H]1C(NCC1)=O)C(CO)=O)CC(C)C 7-chloro-N-[(2S)-1-({(2S)-4-hydroxy-3-oxo-1-[(3S)-2-oxopyrrolidin-3-yl]butan-2-yl}amino)-4-methyl-1-oxopentan-2-yl]-1H-indole-2-carboxamide